N[C@@H](C(=O)O)[C@@H](O)[C@H](O)[C@H](O)CO 2-(amino)-2-deoxy-D-gluconic acid